6-bromo-2-methoxy-4-(3-(2-((triisopropylsilyl)oxy)ethyl)phenyl)quinoline BrC=1C=C2C(=CC(=NC2=CC1)OC)C1=CC(=CC=C1)CCO[Si](C(C)C)(C(C)C)C(C)C